C(=O)OC(C)=O acetic-formic anhydride